tertbutyl (2S)-2-(2-bromophenyl)pyrrolidine-1-carboxylate BrC1=C(C=CC=C1)[C@H]1N(CCC1)C(=O)OC(C)(C)C